C(#C)C=1SC=C(N1)NC(=O)NCC1=CC=C(C=C1)C1=C2C=NN(C2=CC=C1)C 1-(2-ethynylthiazol-4-yl)-3-(4-(1-methyl-1H-indazol-4-yl)benzyl)urea